[Na+].C(\C=C/C(=O)[O-])(=O)OC methyl maleate sodium salt